3-(9-benzyl-6-(1-methylcyclopropoxy)-9H-purin-8-yl)-2-chlorophenol C(C1=CC=CC=C1)N1C2=NC=NC(=C2N=C1C=1C(=C(C=CC1)O)Cl)OC1(CC1)C